C[C@H]1C[C@H](CN1)C#N (3R,5s)-5-methylpyrrolidine-3-carbonitrile